2,4-DIBUTOXYPHENYLBORONIC ACID C(CCC)OC1=C(C=CC(=C1)OCCCC)B(O)O